C(C)(=O)O[C@@H]1[C@@H]([C@H]([C@@H](SC=2C(=NC=C(C2)Br)C#N)O[C@@H]1COC(C)=O)OC)N1N=NC(=C1)C=1SC=C(N1)Cl 5-Bromo-2-cyanopyridin-3-yl 4,6-di-O-acetyl-3-[4-(4-chlorothiazol-2-yl)-1H-1,2,3-triazol-1-yl]-3-deoxy-2-O-methyl-1-thio-α-D-galactopyranoside